COC(=O)C=1C=C(C=CC1NC(CC1=CC=CC=C1)=O)C1=C(C=C(C=C1)C)Cl.CN(C1=CC=C(C=C1)N=NC1=CC=C(C(=O)N)C=C1)C 4-((4-(dimethylamino)phenyl)diazenyl)benzamide methyl-2'-chloro-4'-methyl-4-(2-phenylacetamido)-[1,1'-biphenyl]-3-carboxylate